nonadecyl heptacosanoate C(CCCCCCCCCCCCCCCCCCCCCCCCCC)(=O)OCCCCCCCCCCCCCCCCCCC